N-cyclopropyl-6-fluoro-5-(4-((3-methyl-2,4-dioxo-1,2,3,4-tetrahydrothieno[3,2-d]pyrimidin-6-yl)methyl)piperazin-1-yl)picolinamide C1(CC1)NC(C1=NC(=C(C=C1)N1CCN(CC1)CC1=CC=2NC(N(C(C2S1)=O)C)=O)F)=O